ClC=1N=C2C(=NC1NS(=O)(=O)CC1=NC=CC=C1F)N(C(=N2)C2=NC(=CC=C2)OCC)C2=C(C=CC=C2OC)OC N-(5-Chloro-1-(2,6-dimethoxyphenyl)-2-(6-ethoxypyridin-2-yl)-1H-imidazo[4,5-b]pyrazin-6-yl)-1-(3-fluoropyridin-2-yl)methanesulfonamide